3-(N-(1-ethyl-2-oxo-1,2-dihydrobenzo[cd]indol-6-yl)sulfamoyl)benzoic acid C(C)N1C(C2=C3C(C(=CC=C13)NS(=O)(=O)C=1C=C(C(=O)O)C=CC1)=CC=C2)=O